3-Fluoro-N-isopropylcyclobutan-1-amine hydrochloride Cl.FC1CC(C1)NC(C)C